1-(5-(trifluoromethyl)pyrimidin-2-yl)piperidine-4-acetic acid FC(C=1C=NC(=NC1)N1CCC(CC1)CC(=O)O)(F)F